3-hydroxy-5-(methylamino)-8-(m-tolylsulfonyl)quinazoline-2,4(1H,3H)-dione ON1C(NC2=C(C=CC(=C2C1=O)NC)S(=O)(=O)C=1C=C(C=CC1)C)=O